FC(N(N1N=C2C(=N1)C=CC=C2)C(F)(F)F)(F)F N,N-bis(trifluoromethyl)-2H-benzo[d][1,2,3]triazole-2-amine